(2S)-2-({8-[(3β)-Cholest-5-en-3-yloxy]octyl}oxy)-N,N-dimethyl-3-[(9Z,12Z)-octadeca-9,12-dien-1-yloxy]propan-1-amin CC(C)CCC[C@@H](C)[C@H]1CC[C@H]2[C@@H]3CC=C4C[C@H](CC[C@]4(C)[C@H]3CC[C@]12C)OCCCCCCCCO[C@@H](CN(C)C)COCCCCCCCC\C=C/C\C=C/CCCCC